N-(4-acetamido-3-(tert-butyl)phenyl)-1-(2,5-dimethoxyphenyl)-5-methyl-1H-1,2,3-triazole-4-carboxamide C(C)(=O)NC1=C(C=C(C=C1)NC(=O)C=1N=NN(C1C)C1=C(C=CC(=C1)OC)OC)C(C)(C)C